C(C)(C)(C)OC(=O)N1C(CCCC1)N1N=CC(=C1)C#CC=1C=NC(=CC1N1CCC(CC1)(C)CO)Cl (4-((6-chloro-4-(4-(hydroxymethyl)-4-methylpiperidin-1-yl)pyridin-3-yl)ethynyl)-1H-pyrazol-1-yl)piperidine-1-carboxylic acid tert-butyl ester